4-((1-(4-(2-(2-Aminopyridin-3-yl)-5-cyclobutyl-3H-imidazo[4,5-b]pyridin-3-yl)benzyl)piperidin-4-yl)amino)pyrimidine-2-carbonitrile NC1=NC=CC=C1C1=NC=2C(=NC(=CC2)C2CCC2)N1C1=CC=C(CN2CCC(CC2)NC2=NC(=NC=C2)C#N)C=C1